1-((1-(2,2-difluoroethyl)-1H-pyrazol-5-yl)methyl)-2-sulfoxy-1,2,3,5-tetrahydro-4H-pyrrolo[3,2-d]pyrimidin-4-one FC(CN1N=CC=C1CN1C(NC(C2=C1C=CN2)=O)OS(=O)(=O)O)F